The molecule is an anthracycline obtained by hydrolysis of the methyl ester group of aclacinomycin T. It is an anthracycline, an aminoglycoside, a deoxy hexoside, a monosaccharide derivative, a hydroxy monocarboxylic acid and a member of p-quinones. It derives from an aklavinone. It is a tautomer of a 15-demethylaclacinomycin T zwitterion. CC[C@]1(C[C@@H](C2=C(C3=C(C=C2[C@H]1C(=O)O)C(=O)C4=C(C3=O)C(=CC=C4)O)O)O[C@H]5C[C@@H]([C@@H]([C@@H](O5)C)O)N(C)C)O